bisethoxysilane C(C)O[SiH2]OCC